methyl (6-(2-hydroxypropan-2-yl)pyridin-2-yl)methanesulfonate OC(C)(C)C1=CC=CC(=N1)CS(=O)(=O)OC